FC(OC1=CC=C(C=C1)NC(CN1C=2N(C(C(=C1CC)N1CCN(CC1)C1=NC=CC=C1O)=O)N=C(N2)C=2CCOCC2)=O)F N-(4-(difluoromethoxy)phenyl)-2-(2-(3,6-dihydro-2H-pyran-4-yl)-5-ethyl-6-(4-(3-hydroxypyridyl)piperazin-1-yl)-7-oxo-[1,2,4]triazolo[1,5-a]pyrimidin-4(7H)-yl)acetamide